3,5-dimethyl-2-pyrrolecarboxaldehyde CC1=C(NC(=C1)C)C=O